FC(N1N=C(C=C1)[C@]1(CC(C=2C=NC=3N(C21)N=C(C3)F)C(=O)O)C)F (8S)-8-(1-(difluoromethyl)-1H-pyrazol-3-yl)-2-fluoro-8-methyl-7,8-dihydro-6H-cyclopenta[e]pyrazolo[1,5-a]pyrimidine-6-carboxylic acid